FC(OC1=CC=C(C=C1)N1CCN(CC1)CC(=O)N)(F)F 2-(4-(4-(trifluoromethoxy)phenyl)piperazin-1-yl)acetamide